2-(trifluoromethyl)-2,3-dihydropyrazolo[5,1-b]oxazole-7-sulfonimidamide FC(C1CN2C(O1)=C(C=N2)S(=O)(N)=N)(F)F